C(C)(C)(C)OC(=O)NCC(C(=O)O)C1=CC=C(C=C1)F 3-[(tert-butoxycarbonyl)amino]-2-(4-fluorophenyl)propanoic acid